C[C@@H]1O[C@@H](CN(C1)C1=CC=CC(=N1)C1=NC2=CC(=NC=C2C=C1)CNC(=O)C1=CC=C2CCC[S@](C2=C1)=O)C (R)-N-((2-(6-((cis)-2,6-dimethylmorpholino)pyridin-2-yl)-1,6-naphthyridin-7-yl)methyl)thiochromane-7-carboxamide 1-oxide